COC1=C(C(=CC=C1)OC)C=1OCC(N1)(C)C 2-(2,6-dimethoxyphenyl)-4,4-dimethyl-2-oxazoline